[Na].C1(=CC=CC=C1)O phenol sodium salt